ClC1=CNC=2C3=C(C=CC12)C=C(N3CC3CC3)C3=NC1=C(N3C)C(=CC(=C1)C=O)F [2-[6-chloro-1-(cyclopropylmethyl)-8H-pyrrolo[3,2-g]indol-2-yl]-7-fluoro-1-methyl-benzimidazol-5-yl]methanone